4-[[4-(2-methylphenyl)-1-piperazinyl]carbonyl]-2-(2-methylpropyl)-1(2H)-phthalazinone CC1=C(C=CC=C1)N1CCN(CC1)C(=O)C1=NN(C(C2=CC=CC=C12)=O)CC(C)C